C(CCC)OC1=CC=C(C=C1)C1=C(C=CC=C1)B(C1=CC=CC=C1)C1=CC=CC=C1 (p-butyloxyphenyl)triphenylboron